C(C)(C)[C@H](CO)NC1=NC(=C2N=CN(C2=N1)C(C)C)SC1=CC(=CC=C1)N 2-(1R-isopropyl-2-hydroxyethylamino)-6-(3-aminophenylthio)-9-isopropylpurine